ClC1=C(C=C(C=2C(=C3N(C12)CCN(C3)C(CN3CCOCC3)=O)C=3C=NNC3)OCC#N)Cl 2-((6,7-Dichloro-2-(2-morpholinoacetyl)-10-(1H-pyrazol-4-yl)-1,2,3,4-tetrahydropyrazino[1,2-a]indol-9-yl)oxy)acetonitrile